2,3-biscyclohexyl-1,4-bis(4-hydroxyphenyl)benzene C1(CCCCC1)C1=C(C=CC(=C1C1CCCCC1)C1=CC=C(C=C1)O)C1=CC=C(C=C1)O